ClC1=CC=C(C=C1)C=1C=NC=CC1CN1CCN(CC1)CC=1C=C2CN(C(C2=CC1)=O)C1C(NC(CC1)=O)=O 3-(5-((4-((3-(4-chlorophenyl)pyridin-4-yl)methyl)piperazin-1-yl)methyl)-1-oxoisoindolin-2-yl)piperidine-2,6-dione